N-methyl-2-[4-[6-[3-(6-methyl-2-pyridyl)-1H-pyrazol-4-yl]-1,5-naphthyridin-3-yl]-1,4-diazepan-1-yl]ethanamine CNCCN1CCN(CCC1)C=1C=NC2=CC=C(N=C2C1)C=1C(=NNC1)C1=NC(=CC=C1)C